(cycloheptylmethylamino)-1H-imidazol-5-one C1(CCCCCC1)CNN1CN=CC1=O